ClC1=CC=C(C=C1)[C@@]1(N(C(C2=CC(=CC=C12)C(C)(C1=NC=CC=C1)O)=O)CC1=NC=C(C=C1)Cl)OC (3R)-3-(4-Chlorophenyl)-2-[(5-chloropyridin-2-yl)methyl]-6-[1-hydroxy-1-(pyridin-2-yl)ethyl]-3-methoxy-2,3-dihydro-1H-isoindol-1-on